arachidoyl palmitoleate C(CCCCCCC\C=C/CCCCCC)(=O)OC(CCCCCCCCCCCCCCCCCCC)=O